4-[5-(cyclopropyloxy)-1,2,4-thiadiazol-3-yl]-N-{(1R,6S)-2,2-difluoro-6-[4-(propan-2-yl)piperazin-1-yl]cyclohexyl}-4-methylpiperidine-1-carboxamide C1(CC1)OC1=NC(=NS1)C1(CCN(CC1)C(=O)N[C@H]1C(CCC[C@@H]1N1CCN(CC1)C(C)C)(F)F)C